3-bromo-10-butyl-7-phenyl-10H-phenoxazine BrC=1C=CC=2N(C3=CC=C(C=C3OC2C1)C1=CC=CC=C1)CCCC